6-amino-2,5-dimethyl-4,5-dihydropyrido[3,4-e][1,2,4]triazolo[4,3-a]pyrazin-1(2H)-one NC1=NC=CC2=C1N(CC=1N2C(N(N1)C)=O)C